F[C@H]1CNCC[C@H]1OC1CN(C1)C1=CC=CC=2N(C(N(C21)C)=O)N2C(CCCC2=O)=O [4-[3-[[(3s,4r)-3-fluoro-4-piperidinyl]oxy]azetidin-1-yl]-3-methyl-2-oxo-benzoimidazol-1-yl]piperidine-2,6-dione